(R)-1-(3-(2-amino-5,7-difluorobenzo[d]thiazol-4-yl)-2-chloro-4-fluoro-10,11-dihydropyrazino[1',2':1,2]imidazo[4,5-c]quinolin-9(8H)-yl)prop-2-en-1-one NC=1SC2=C(N1)C(=C(C=C2F)F)C2=C(C=C1C3=C(C=NC1=C2F)N=C2N3CCN(C2)C(C=C)=O)Cl